C(C(C)(C)C)NC=1N=CC2=C(N1)NC=C2C2=CC=1N(C=C2)N=CC1 N-neopentyl-5-(pyrazolo[1,5-a]pyridin-5-yl)-7H-pyrrolo[2,3-d]pyrimidin-2-amine